C(C)(C)(C)N1N=C(C=C1C)NC1=CC=C(C(=N1)C[C@@]1(C[C@H](NCC1)C)C(=O)OC(C)(C)C)F tert-butyl (2R,4R)-4-((6-((1-(tert-butyl)-5-methyl-1H-pyrazol-3-yl) amino)-3-fluoropyridin-2-yl) methyl)-2-methylpiperidine-4-carboxylate